tert-Butyl 3-(3,4-dibromo-2,5-dioxo-2,5-dihydro-1H-pyrrol-1-yl)propanoate BrC=1C(N(C(C1Br)=O)CCC(=O)OC(C)(C)C)=O